2-(4-(4-chlorophenyl)-2-(perfluoroethyl)-9-vinylimidazo[1,2-a][1,8]naphthyridin-8-yl)-1,3,4-oxadiazole ClC1=CC=C(C=C1)C=1C=2C=CC=3N(C2N=C(C1)C(C(F)(F)F)(F)F)C(=C(N3)C=3OC=NN3)C=C